C1(CC1)CN1CNC2=NC=C(C=C21)C2=CC(=C(C=C2)OC)C 1-(cyclopropylmethyl)-6-(4-methoxy-3-methyl-phenyl)-3H-imidazo[4,5-b]Pyridine